(2R)-N-((S)-(4-chlorophenyl)(6-(trifluoromethyl)pyridin-2-yl)methyl)-2-methyl-3-oxopiperazine-1-carboxamide ClC1=CC=C(C=C1)[C@H](NC(=O)N1[C@@H](C(NCC1)=O)C)C1=NC(=CC=C1)C(F)(F)F